3-(8-(aminomethyl)-6,7,8,9-tetrahydropyrido[1,2-a]indol-10-yl)-4-(1-methyl-1H-indol-3-yl)-1H-pyrrole-2,5-dione NCC1CC=2N(C3=CC=CC=C3C2C=2C(NC(C2C2=CN(C3=CC=CC=C23)C)=O)=O)CC1